7-(diethylamino)coumarin-3-carboxylic acid hydrazide C(C)N(C1=CC=C2C=C(C(OC2=C1)=O)C(=O)NN)CC